BrC1=CN=CC2=C1SCCN2 8-bromo-2,3-dihydro-4H-pyrido[4,3-b][1,4]thiazine